FC1=CC(=C(C=C1C=1SC=C(N1)C(=O)N1CCOCC1)NC(=O)C1=CNC(C=C1C(F)(F)F)=O)N1C[C@H](N([C@H](C1)C)C)C |r| N-[4-fluoro-5-[4-(morpholine-4-carbonyl)-1,3-thiazol-2-yl]-2-[rac-(3R,5S)-3,4,5-trimethylpiperazin-1-yl]phenyl]-6-oxo-4-(trifluoromethyl)-1H-pyridine-3-carboxamide